C(C)OC(C(=O)[O-])CCCCCCCCCC ethoxylaurate